FC1=C(C=C2C=CC=NC2=C1)S(=O)(=O)N1CCC2(CCC(C2)N2CC3(COC3)C2)CC1 6-(8-((7-fluoroquinolin-6-yl)sulfonyl)-8-azaspiro[4.5]decan-2-yl)-2-oxa-6-azaspiro[3.3]heptane